R-glutamine N[C@H](CCC(N)=O)C(=O)O